ethylene bis-octanoate C(CCCCCCC)(=O)OCCOC(CCCCCCC)=O